(S)-(3-(4-(5-(2,3-dihydro-1H-inden-4-yl)-6-methoxy-1H-pyrazolo[4,3-b]pyridin-3-yl)-1H-pyrazol-1-yl)azetidin-1-yl)(1-ethylazetidin-2-yl)methanone C1CCC2=C(C=CC=C12)C1=C(C=C2C(=N1)C(=NN2)C=2C=NN(C2)C2CN(C2)C(=O)[C@H]2N(CC2)CC)OC